1-(5-(3-(4-amino-1,3,5-triazin-2-yl)-5-chlorophenyl)-1,4-oxazepan-4-yl)prop-2-en-1-one NC1=NC(=NC=N1)C=1C=C(C=C(C1)Cl)C1N(CCOCC1)C(C=C)=O